NC=1C=C(C=CC1)C(C)=O meta-aminoacetophenone